1-(2-((2-ethyl-6-(1-(2-(3-hydroxyazetidin-1-yl)-2-oxoethyl)piperidin-4-yl)imidazo[1,2-a]pyridin-3-yl)(methyl)amino)-4-(4-fluorophenyl)thiazol-5-yl)-2,2,2-trifluoroethanone C(C)C=1N=C2N(C=C(C=C2)C2CCN(CC2)CC(=O)N2CC(C2)O)C1N(C=1SC(=C(N1)C1=CC=C(C=C1)F)C(C(F)(F)F)=O)C